COC1=NC=CC=C1 2-Methoxypyridin